ClC1=C(CNC(=O)[C@]2(C=3C=CC=NC3[C@@](CC2)(CN2CC(C2)OC)O)F)C=CC(=C1)F (5S,8R)-N-(2-chloro-4-fluorobenzyl)-5-fluoro-8-hydroxy-8-((3-methoxyazetidin-1-yl)methyl)-5,6,7,8-tetrahydroquinoline-5-carboxamide